1-(2-(2-azidoethoxy)ethyl)-4-methylpiperazine N(=[N+]=[N-])CCOCCN1CCN(CC1)C